COC(=O)C=1NN=C2C=CC=CC12 2H-indazole-3-carboxylic acid methyl ester